C1(=CC=CC=C1)COCCC1C(C(CC1)O)O 3-(2-(phenylmethyloxy)ethyl)cyclopentane-1,2-diol